ClC1=CC=C(CN)C=C1 4-chlorobenzylamine